(1-hydroxybutyl)dimethylphosphine oxide OC(CCC)P(C)(C)=O